FC(=CC)C(=O)O.ClC1=C(C(=C(C(=C1[2H])[2H])[2H])[2H])Cl 1,2-dichlorobenzene-d4 fluoropropenecarboxylate